4-Methyl-sulfonylbenzyl bromide CS(=O)(=O)C1=CC=C(CBr)C=C1